C(C)(C)C1=C(C(=CC(=C1)C1=C(C=CC=C1)OC)C(C)C)C1=C(C(=CC=C1OC)OC)Br 2,6-diisopropyl-4-(2-methoxyphenyl)-2'-bromo-3',6'-dimethoxybiphenyl